5H-dibenzo[b,f]azepine-5-carbonyl chloride C1=CC=CC=2N(C3=C(C=CC21)C=CC=C3)C(=O)Cl